(S)-2-(3-(1-(2-Azabicyclo[2.2.2]octane-3-carbonyl)azetidine-3-carbonyl)-1H-pyrrolo-[2,3-c]pyridin-1-yl)-5-fluoro-N,N-diisopropylbenzamide C12N[C@@H](C(CC1)CC2)C(=O)N2CC(C2)C(=O)C2=CN(C1=CN=CC=C12)C1=C(C(=O)N(C(C)C)C(C)C)C=C(C=C1)F